C(C)(C)C=1C(=NNC1C=1C=C(C=2N(C1)N=CN2)C)C(C(=O)NC2CCN(CC2)C(C)C)=O 2-(4-isopropyl-5-(8-methyl-[1,2,4]triazolo[1,5-a]pyridin-6-yl)-1H-pyrazol-3-yl)-N-(1-isopropylpiperidin-4-yl)-2-oxoacetamide